FC(C=1C=C(C=C(C1)C(F)(F)F)NC(=O)C=1SC(=CC1S(N(C)C1=CC(=C(C=C1)OCC)OC)(=O)=O)Cl)(F)F N-(3,5-bis(trifluoromethyl)phenyl)-5-chloro-3-(N-(4-ethoxy-3-methoxyphenyl)-N-methylsulfamoyl)thiophene-2-carboxamide